(R)-2-(benzyloxy)-propan-1-ol C(C1=CC=CC=C1)O[C@@H](CO)C